N-((5-chloro-6-(furan-3-ylmethoxy)-1H-indol-2-yl)methyl)-1-methylcyclopropane-1-carboxamide ClC=1C=C2C=C(NC2=CC1OCC1=COC=C1)CNC(=O)C1(CC1)C